tert-butyl (6-(7-morpholinothiazolo[5,4-d]pyrimidin-2-yl)pyridin-3-yl)carbamate O1CCN(CC1)C=1C2=C(N=CN1)SC(=N2)C2=CC=C(C=N2)NC(OC(C)(C)C)=O